ClC1=CC=C(C(=N1)C1=CN(C(C=C1)=O)C)NC(C)C=1C=2C3=C(N(C(C2C=C(C1)C)=O)C)N(N=C3)C3CN(C3)C 9-(1-((6-chloro-1'-methyl-6'-oxo-1',6'-dihydro-[2,3'-bipyridin]-3-yl)amino)ethyl)-4,7-dimethyl-3-(1-methylazetidin-3-yl)-3,4-dihydro-5H-pyrazolo[3,4-c]isoquinolin-5-one